tert-Butyl N-[1-(hydroxymethyl)-3-(1-methylcyclopropyl)propyl]carbamate OCC(CCC1(CC1)C)NC(OC(C)(C)C)=O